F[C@]12C[C@@H](C[C@@H](CCC1)N2C(=O)OC(C)(C)C)O |r| rac-tert-butyl (1S,2S,3R,5R)-fluoro-3-hydroxy-9-azabicyclo[3.3.1]nonane-9-carboxylate